2,4-dichloro-6-((1-hydroxy-2-methylpropan-2-yl)amino)pyrimidin-5-ol formic acid salt C(=O)O.ClC1=NC(=C(C(=N1)Cl)O)NC(CO)(C)C